tert-butyl 4-(6-chloro-7-(5-chloro-2-oxopyridin-1(2H)-yl)quinazolin-4-yl)piperazine-1-carboxylate ClC=1C=C2C(=NC=NC2=CC1N1C(C=CC(=C1)Cl)=O)N1CCN(CC1)C(=O)OC(C)(C)C